(1R,5R,6R)-3-((S)-7-(8-ethyl-7-fluoro-3-hydroxynaphthalen-1-yl)-6,8-difluoro-2-(((2R,7aS)-2-fluorohexahydro-1H-pyrrolizin-7a-yl)methoxy)quinazolin-4-yl)-3-azabicyclo[3.2.1]octan-6-ol C(C)C=1C(=CC=C2C=C(C=C(C12)C1=C(C=C2C(=NC(=NC2=C1F)OC[C@]12CCCN2C[C@@H](C1)F)N1C[C@H]2C[C@H]([C@@H](C1)C2)O)F)O)F